BrC=1C(=NC(=NC1)NC1=CC(=C(C=C1OC)N1CCC(CC1)N1CCN(CC1)C(=O)OC(C)(C)C)C=1C=NN(C1)C)NC1=C(C2=CC=CC=C2C=C1)P(=O)(C)C tert-butyl 4-(1-(4-((5-bromo-4-((1-(dimethylphosphoryl)naphthalen-2-yl)amino)pyrimidin-2-yl)amino)-5-methoxy-2-(1-methyl-1H-pyrazol-4-yl)phenyl)piperidin-4-yl)piperazine-1-carboxylate